2-(Trimethylsilyl)ethyl (S)-(3-(4-(chloromethyl)-3-methylphenoxy)-3-(thiophen-2-yl)propyl)(methyl)carbamate ClCC1=C(C=C(O[C@@H](CCN(C(OCC[Si](C)(C)C)=O)C)C=2SC=CC2)C=C1)C